O[C@H](COC=1C=C(C=CC1)S(=O)(=O)NC)CN[C@H]1COC2(C1)CCN(CC2)S(=O)(=O)C=2C=NC1=CC=CC=C1C2O 3-((S)-2-hydroxy-3-((R)-8-(4-hydroxyquinolin-3-ylsulfonyl)-1-oxa-8-azaspiro[4.5]decan-3-ylamino)propoxy)-N-methylbenzenesulfonamide